CC1=CC2=C(N(C(N=C2)C(F)(F)F)CCCC=2C=NC(=CC2)C2=CC=C(C=C2)OC(F)(F)F)S1 6-methyl-N-(3-(6-(4-(trifluoromethoxy)phenyl)pyridin-3-yl)propyl)-2-(trifluoromethyl)thieno[2,3-d]pyrimidin